Tri-tert-butoxyvinylsilane C(C)(C)(C)OC(=C(OC(C)(C)C)OC(C)(C)C)[SiH3]